O1C(CCC1)CCCC(O)O tetrahydrofuranbutanediol